[In].[Cd] cadmium indium